C(C)(C)(C)OC(CCCCNCC(CCCC(=O)OCCCCCCCCCCC)O)=O undecyl 6-((5-(tert-butoxy)-5-oxopentyl) amino)-5-hydroxycaproate